FC1=C(C(=O)NC=2N(N=C3C=C(C=CC23)C2N(CCC2)C(=O)OC(C)(C)C)C2=CC=CC=C2)C=C(C(=C1)C(F)(F)F)C1=NC=CC=N1 tert-Butyl 2-(3-(2-fluoro-5-(pyrimidin-2-yl)-4-(trifluoromethyl)benzamido)-2-phenyl-2H-indazol-6-yl)pyrrolidine-1-carboxylate